methyl (2S,3S)-3-Hydroxytetrahydropyrrole-2-carboxylate O[C@@H]1[C@H](NCC1)C(=O)OC